C(C)(C)(C)OC(=O)N1[C@@H](C[C@@H](C1)N(C)C)CO (2s,4s)-4-(dimethylamino)-2-(hydroxymethyl)pyrrolidine-1-carboxylic acid tert-butyl ester